2-(5H-[1]-Benzopyrano[2,3-b]pyridin-7-yl)propionic acid N1=C2C(=CC=C1)CC1=C(O2)C=CC(=C1)C(C(=O)O)C